tert-butyl 3-(cyano (morpholino) methyl)-6-methoxy-1H-indole-1-carboxylate C(#N)C(C1=CN(C2=CC(=CC=C12)OC)C(=O)OC(C)(C)C)N1CCOCC1